6-t-butyldimethylsilylcarbazole [Si](C)(C)(C(C)(C)C)C=1C=C2C=3C=CC=CC3NC2=CC1